(S)-2-methoxy-5-(4-((1-(4-methylpiperazin-1-yl)-1-oxopropan-2-yl)amino)quinazolin-6-yl)nicotinonitrile COC1=C(C#N)C=C(C=N1)C=1C=C2C(=NC=NC2=CC1)N[C@H](C(=O)N1CCN(CC1)C)C